C(C)(C)(C)OC(NC1=NC(=C(C=C1)C1CCOCC1)CN(C)C)=O (6-((dimethylamino)methyl)-5-(tetrahydro-2H-pyran-4-yl)pyridin-2-yl)carbamic acid tert-butyl ester